N-(3-(TERT-BUTYL)-5-((2-(2,6-DIOXOPIPERIDIN-3-YL)-1,3-DIOXOISOINDOLIN-4-YL)AMINO)PHENYL)ACETAMIDE C(C)(C)(C)C=1C=C(C=C(C1)NC1=C2C(N(C(C2=CC=C1)=O)C1C(NC(CC1)=O)=O)=O)NC(C)=O